(2E)-3-[3-cyano-1-(oxan-2-yl)indazol-6-yl]-N-(3-fluoro-2-methylphenyl)acrylamide C(#N)C1=NN(C2=CC(=CC=C12)/C=C/C(=O)NC1=C(C(=CC=C1)F)C)C1OCCCC1